2-Chloro-4-((S)-8-(4-(4-((4-(3-(((S)-2,6-dioxopiperidin-3-yl)amino)phenyl)piperidin-1-yl)methyl)piperidine-1-carbonyl)phenyl)-3-methyl-2,8-diazaspiro[4.5]decan-2-yl)benzonitrile ClC1=C(C#N)C=CC(=C1)N1CC2(C[C@@H]1C)CCN(CC2)C2=CC=C(C=C2)C(=O)N2CCC(CC2)CN2CCC(CC2)C2=CC(=CC=C2)N[C@@H]2C(NC(CC2)=O)=O